cyclohexanone O-(1-(2-bromophenyl)-5-(triisopropylsilyl)-4-pentyn-2-yl) oxime BrC1=C(C=CC=C1)CC(CC#C[Si](C(C)C)(C(C)C)C(C)C)ON=C1CCCCC1